2-(1H-1,2,3-Triazol-4-yl)ethan-1-ol N1N=NC(=C1)CCO